COC(=O)C=1OC=CC1NCCOC(C)C 3-((2-isopropoxyethyl)amino)furan-2-carboxylic acid methyl ester